CC(=CCO)CCC=C(CCC=C(CCC=C(C)C)C)C 3,7,11,15-tetramethylhexadec-2,6,10,14-tetraen-1-ol